(2,5-dimethyl-4-phenoxyphenyl)-N-ethyl-N-methylformamidine CC1=C(C=C(C(=C1)OC1=CC=CC=C1)C)C(=N)N(C)CC